[cis-3-(3-amino-6-cyclopropyl-1H-pyrazolo[3,4-b]pyrazin-1-yl)cyclobutyl]methanol NC1=NN(C2=NC(=CN=C21)C2CC2)[C@H]2C[C@H](C2)CO